CSS methylhydrogen disulphide